O[C@H]1[C@@H]2[C@]3(C=CC(C=C3CC[C@H]2[C@@H]2CCC([C@@]2(C)C1)=O)=O)C 11α-hydroxyandrosta-1,4-diene-3,17-dione